CC=1C=C(C=CC1)S(=O)(=O)N1CC(N(CC1)C(=O)C=1SC=CC1)C(=O)NCC1=CC2=CC=CC=C2C=C1 4-[(3-methylphenyl)sulfonyl]-N-[(naphthalen-2-yl)methyl]-1-(thiophene-2-carbonyl)piperazine-2-carboxamide